FC(C=1C=C(C=C(C1)C(F)(F)F)C(C(C)N(C(C)C)CC1=C(C=CC(=C1)Cl)C1=CC(=C(C=C1OC)C)OCCCC(=O)O)O)(F)F 4-((2'-(((1-(3,5-bis(trifluoromethyl)phenyl)-1-hydroxypropan-2-yl)(isopropyl)amino)methyl)-4'-Chloro-6-methoxy-4-methyl-[1,1'-biphenyl]-3-yl)oxy)butanoic acid